[Ru](=O)(=O)=O Ruthenium (VI) Oxid